N1(CCCCCC1)CC#CC1=NC=CC(=C1)N1C[C@H]2CNC=3N=NC(=CC3N2CC1)C1=C(C=CC=C1)O 2-[(10R)-12-[2-[3-(azepan-1-yl)prop-1-ynyl]-4-pyridyl]-1,5,6,8,12-pentazatricyclo[8.4.0.02,7]tetradeca-2(7),3,5-trien-4-yl]phenol